(5'S,7a'R)-5'-(3,5-difluoro-phenyl)-1-(2,4,6-trifluoro-benzene-1-carbonyl)tetra-hydro-3'H-spiro[piperidine-4,2'-pyrrolo[2,1-b][1,3]oxazol]-3'-one FC=1C=C(C=C(C1)F)[C@@H]1CC[C@H]2OC3(C(N21)=O)CCN(CC3)C(=O)C3=C(C=C(C=C3F)F)F